bis(trimethylsilyl)azoaniline C[Si](C)(C)N(C1=CC=CC=C1)N=NN(C1=CC=CC=C1)[Si](C)(C)C